FC(C(=O)O)(C1=CC(=CC=C1)OCOC)F 2,2-difluoro-2-(3-(methoxymethoxy)phenyl)acetic acid